BrC=1C(=C(C=C(C1)F)N(S(=O)(=O)CCC)COCC[Si](C)(C)C)Cl N-(3-bromo-2-chloro-5-fluorophenyl)-N-((2-(trimethylsilyl)ethoxy)-methyl)propane-1-sulfonamide